2-bromo-6-[(3-methoxy-4-pyridyl)methoxy]pyridine BrC1=NC(=CC=C1)OCC1=C(C=NC=C1)OC